C1(CC1)C1=CC(=NN1)NC1=NC(=NC=C1)N1CC(CCC1)C(C)(C)O 2-(1-(4-((5-cyclopropyl-1H-pyrazol-3-yl)amino)pyrimidin-2-yl)piperidin-3-yl)propan-2-ol